Cyclopentyl(4-{[2-(4-isopropylphenyl)imidazo[1,2-a]pyridine-3-yl]methyl}piperazin-1-yl)methanone C1(CCCC1)C(=O)N1CCN(CC1)CC1=C(N=C2N1C=CC=C2)C2=CC=C(C=C2)C(C)C